(1-(6-(4-chlorophenyl)-2-(pyridin-3-yl)pyrimidin-4-yl)piperidin-4-yl)-3-oxopropanoic acid ethyl ester C(C)OC(C(C=O)C1CCN(CC1)C1=NC(=NC(=C1)C1=CC=C(C=C1)Cl)C=1C=NC=CC1)=O